C(C=C)(=O)N1C[C@@H](N(CC1)C1=NC(N2C3=C(C(=C(C=C13)Cl)C1=C(C=C(C=C1)F)F)SC[C@H]2CC2CCN(CC2)CC(F)F)=O)C (3R)-7-((S)-4-acryloyl-2-methylpiperazin-1-yl)-9-chloro-3-((1-(2,2-difluoroethyl)piperidin-4-yl)methyl)-10-(2,4-difluorophenyl)-2H-[1,4]thiazino[2,3,4-ij]-quinazolin-5(3H)-one